C(CCCCCCCCCCC)C1N=C([N+](C1)(CC)O)CC(=O)O laurylcarboxymethylhydroxy-ethylimidazolinium